(S)-1-ethyl-N-(1-((3-fluoro-4-(6-oxo-1,6-dihydropyridazin-3-yl)phenyl)amino)-1-oxo-3,3-diphenylpropan-2-yl)-1H-pyrazole-5-carboxamide C(C)N1N=CC=C1C(=O)N[C@H](C(=O)NC1=CC(=C(C=C1)C1=NNC(C=C1)=O)F)C(C1=CC=CC=C1)C1=CC=CC=C1